ClC1=CC(=C(C=N1)C(C)C1=NN(C(=C1)C(=O)OCC)C)C ethyl 3-(1-(6-chloro-4-methylpyridin-3-yl)ethyl)-1-methyl-1H-pyrazole-5-carboxylate